6-(4-bromobenzyl)-3-(3,6-dihydro-2H-pyran-4-yl)-7-methylimidazo[1,5-a]pyrazin-8(7H)-one BrC1=CC=C(CC=2N(C(C=3N(C2)C(=NC3)C=3CCOCC3)=O)C)C=C1